tert-butyl (3-(2-(hydroxymethyl)phenyl)propyl)carbamate OCC1=C(C=CC=C1)CCCNC(OC(C)(C)C)=O